C(C)(C)C1=CC=C(C=C1)NC(OC(COC(NC1=CC=C(C=C1)C(C)C)=O)C1OC(C(=C1O)O)=O)=O 11-1-(3,4-dihydroxy-5-oxo-2,5-dihydrofuran-2-yl)ethane-1,2-diyl bis((4-isopropylphenyl)carbamate)